BrC1=C(C(=O)O)C=CC(=C1)/C(=C/C(C(F)(F)F)C1=CC(=C(C(=C1)Cl)Cl)Cl)/F (Z)-2-bromo-4-(1,4,4,4-tetrafluoro-3-(3,4,5-trichlorophenyl)but-1-en-1-yl)benzoic acid